IC=1C=NN2C1N=C(C=C2)N 3-iodopyrazolo[1,5-a]pyrimidin-5-amine